N-(1-(5-ethylpyrimidin-2-yl)piperidin-4-yl)-N-methyl-5-(4-(methylsulfonyl)phenyl)thiazolo[5,4-b]pyridin-2-amin C(C)C=1C=NC(=NC1)N1CCC(CC1)N(C=1SC2=NC(=CC=C2N1)C1=CC=C(C=C1)S(=O)(=O)C)C